C1=CC2=C3C(=CC(=C4C3=C1C5=C(C=C6C7=C(C=CC4=C57)C(=O)OC6=O)Br)Br)C(=O)OC2=O 1,7-Dibromo-3,4,9,10-perylenetetracarboxylic dianhydride